(R)-N-((3-chloro-4-((4-(dimethylamino)-1-((4-fluorophenyl)thio)butan-2-yl)amino)-5-fluorophenyl)sulfonyl)-1-methoxycyclohexane-1-carboxamide ClC=1C=C(C=C(C1N[C@@H](CSC1=CC=C(C=C1)F)CCN(C)C)F)S(=O)(=O)NC(=O)C1(CCCCC1)OC